4-(2,5-dioxo-2,5-dihydro-1H-pyrrol-1-yl)-N-(4-(hydroxymethyl)-3-nitrobenzyl)butanamide O=C1N(C(C=C1)=O)CCCC(=O)NCC1=CC(=C(C=C1)CO)[N+](=O)[O-]